COC=1C=2N(N=C(C1)C=1N=C3N(C(C1)=O)C=C(S3)[C@H]3[C@@H](CNCC3)F)C=C(N2)C 7-(8-methoxy-2-methyl-imidazo[1,2-b]pyridazin-6-yl)-2-[(3S,4R)-3-fluoro-4-piperidyl]thiazolo[3,2-a]pyrimidin-5-one